2,5-dioxopyrrolidin-1-yl 4-(7,8-dihydroxy-4-oxochroman-2-yl)benzoate OC1=CC=C2C(CC(OC2=C1O)C1=CC=C(C(=O)ON2C(CCC2=O)=O)C=C1)=O